C(CCCCC)(=O)OCCCCCCCCCBr 9-Bromononyl hexanoate